CC1N(C(C2=CC=C(C=C12)NS(=O)(=O)C1=CC=CC=C1)=O)CC1=CC2=C(NC(O2)=O)C=C1 N-(3-methyl-1-oxo-2-((2-oxo-2,3-dihydrobenzo[d]oxazol-6-yl)methyl)isoindolin-5-yl)benzenesulfonamide